di-(3-chloronaphthyl)methylene(cyclopentadienyl)(2,3,6,7-tetra-tert-butylfluorenyl)zirconium dichloride [Cl-].[Cl-].ClC=1C=C(C2=CC=CC=C2C1)C(=[Zr+2](C1=C(C(=CC=2C3=CC(=C(C=C3CC12)C(C)(C)C)C(C)(C)C)C(C)(C)C)C(C)(C)C)C1C=CC=C1)C1=CC(=CC2=CC=CC=C12)Cl